C1CC12CN(C2)C(=O)N2[C@H]([C@H](CC2)NS(=O)(=O)C)CC=2C=C(C=CC2)C2=CC(=CC=C2)F N-((2S,3S)-1-(5-azaspiro[2.3]hex-5-ylcarbonyl)-2-((3'-fluorobiphenyl-3-yl)methyl)pyrrolidin-3-yl)methanesulfonamide